(1S,9S)-9-ethyl-5-fluoro-9-hydroxy-1-(2-hydroxyethoxy)-4-methyl-2,3,12,15-tetrahydrobenzo[de]pyrano[3',4':6,7]indolizino[1,2-h]quinoline C(C)[C@]1(COCC=2CN3CC=4C(=CC=5C6=C(CCN(C46)OCCO)C(=C(C5)F)C)C3=CC21)O